C(CCC)NC(C(=O)C1=CNC2=CC=CC=C12)=O N-butyl-2-(1H-indol-3-yl)-2-oxoacetamide